FC=1C=C(C=C(C1O)F)[C@@H](CN1C[C@H]2[C@@H](C1)CC(C2)OC2=C(C=C(C=C2)F)F)O (3as,5S,6ar)-2-((S)-2-(3,5-difluoro-4-hydroxyphenyl)-2-hydroxyethyl)-5-(2,4-difluorophenoxy)hexahydrocyclopenta[c]pyrrol